O[C@@H](C(=O)O)[C@H](C(=O)O)O.FC(CO)(C)F 2,2-difluoropropan-1-ol (2R,3R)-2,3-dihydroxysuccinate